OC1=C(C=C(C=C1)NC(C)=O)CN1CCN(CC1)CCOC N-(4-Hydroxy-3-((4-(2-methoxyethyl)piperazin-1-yl)methyl)phenyl)-acetamide